4-(2-(4-(hydroxy(3,4-dimethoxyphenyl)methyl)-3-methylphenoxy)ethyl)piperidine-1-carboxylic acid tert-butyl ester C(C)(C)(C)OC(=O)N1CCC(CC1)CCOC1=CC(=C(C=C1)C(C1=CC(=C(C=C1)OC)OC)O)C